trihydroxynaphthalene C1=CC=C2C(=C1)C=C(C(=C2O)O)O